1-(3-(benzyloxy)propionyl)-3,4-dihydro-1H-benzo[e][1,4]diazepin-5(2H)-one C(C1=CC=CC=C1)OCCC(=O)N1CCNC(C2=C1C=CC=C2)=O